3-[(2-hydroxyethyl)(4-methylcyclohexyl)amino]-1-propanol OCCN(CCCO)C1CCC(CC1)C